FC=1C2=C(C=NC1N1C[C@H](OCC1)C)N=C(N2)C2=CC(=CN2)C(=O)C2=C(C=CC=C2)C(F)(F)F (R)-(5-(7-fluoro-6-(2-methylmorpholino)-1H-imidazo[4,5-c]pyridin-2-yl)-1H-pyrrol-3-yl)(2-(trifluoromethyl)phenyl)methanone